1-(trans-4-((4-(1,3-benzothiazol-5-yl)-5-cyanopyrimidin-2-yl)amino)cyclohexyl)-3-benzyl-1-(4-(1-methyl-1H-pyrazol-4-yl)phenyl)urea S1C=NC2=C1C=CC(=C2)C2=NC(=NC=C2C#N)N[C@@H]2CC[C@H](CC2)N(C(=O)NCC2=CC=CC=C2)C2=CC=C(C=C2)C=2C=NN(C2)C